C1(CCCCC1)NC(C(=O)N1[C@@H]([C@H]2C([C@H]2C1)(C)C)C(=O)N[C@@H](C[C@H]1C(NCCC1)=O)C(COC(F)(F)F)=O)=O (1r,2S,5S)-3-(2-(cyclohexylamino)-2-oxoacetyl)-6,6-dimethyl-N-((S)-3-oxo-1-((S)-2-oxopiperidin-3-yl)-4-(trifluoromethoxy)butan-2-yl)-3-azabicyclo[3.1.0]hexane-2-carboxamide